2-[(1,3-thiazol-2-yl)methyl]-6-(1,2-thiazol-3-yl)-2H-pyrazolo[3,4-d]pyrimidin-4-amine S1C(=NC=C1)CN1N=C2N=C(N=C(C2=C1)N)C1=NSC=C1